C1=CC(=CC=C1/C=C\\C2=C3[C@@H]([C@H](OC3=CC(=C2)O)C4=CC=C(C=C4)O)C5=CC(=CC(=C5)O)O)O The molecule is a stilbenoid that is the (+)-cis-stereoisomer of epsilon-viniferin, obtained by cyclodimerisation of cis-resveratrol. It is a member of 1-benzofurans, a polyphenol and a stilbenoid. It derives from a cis-resveratrol. It is an enantiomer of a (-)-cis-epsilon-viniferin.